5,7-Dichloro-4-hydroxyquinoline-2-carboxylic acid monohydrate O.ClC1=C2C(=CC(=NC2=CC(=C1)Cl)C(=O)O)O